2-amino-2-(9-methoxy-4-oxo-pyrido[1,2-a]pyrimidin-2-yl)acetamide NC(C(=O)N)C=1N=C2N(C(C1)=O)C=CC=C2OC